tert-butyl N-[(R)-[(2S)-8-bromo-3-oxo-4H-pyrido[4,3-b][1,4]oxazin-2-yl]-phenyl-methyl]carbamate BrC1=CN=CC2=C1O[C@H](C(N2)=O)[C@H](NC(OC(C)(C)C)=O)C2=CC=CC=C2